4-[3-(5-fluoro-2-pyridinyl)-1-methyl-pyrazol-4-yl]-7-methoxy-quinoline FC=1C=CC(=NC1)C1=NN(C=C1C1=CC=NC2=CC(=CC=C12)OC)C